Cl.BrC=1N(N=C2C1CNCC2)C2=C(C=CC=C2CC)CC 3-bromo-2-(2,6-diethylphenyl)-4,5,6,7-tetrahydropyrazolo[4,3-c]pyridine hydrochloride